biphenyl-4-yl-{4-(3-phenyl-naphthalen-1-yl)-phenyl}-amine C1(=CC=C(C=C1)NC1=CC=C(C=C1)C1=CC(=CC2=CC=CC=C12)C1=CC=CC=C1)C1=CC=CC=C1